N-((3S,3aR,6S,6aR)-6-aminohexahydrofuro[3,2-b]furan-3-yl)-2-(methoxymethyl)-3,6,9,12,15,18,21,24,27,30,33-undecaoxapentatriacontanamide N[C@H]1CO[C@H]2[C@@H]1OC[C@@H]2NC(C(OCCOCCOCCOCCOCCOCCOCCOCCOCCOCCOCC)COC)=O